2-(3-hydroxypropyl)-9-(4-(pentyloxy)phenyl)-1H-xantheno[2,1,9-def]Isoquinoline-1,3(2H)-dione OCCCN1C(C2=CC=C3C=4C2=C(C1=O)C=CC4OC4=CC=C(C=C43)C4=CC=C(C=C4)OCCCCC)=O